ClC1=C(C=C(C(=O)OCC)C=C1[N+](=O)[O-])OCC(CO)OCOC ethyl 4-chloro-3-(3-hydroxy-2-(methoxymethoxy)propoxy)-5-nitrobenzoate